ClC=1C=C(C=CC1)CN1CCC(CC1)N1CCN(CCC1)C1=CC=CC(=N1)C(=O)NCC1CC1 6-(4-{1-[(3-Chlorophenyl)methyl]piperidin-4-yl}-1,4-diazepan-1-yl)-N-(cyclopropylmethyl)pyridine-2-carboxamide